C(C1=CC=CC=C1)(=O)O[C@H]1[C@@H](O[C@H]([C@@H](C1)O[Si](C1=CC=CC=C1)(C1=CC=CC=C1)C(C)(C)C)C)O[C@H](C)CCC(CC(=O)OC(C)(C)C)O (2R,3R,5R,6S)-2-(((2R)-7-(tert-butoxy)-5-hydroxy-7-oxoheptan-2-yl)oxy)-5-((tert-butyldiphenylsilyl)oxy)-6-methyltetrahydro-2H-pyran-3-yl benzoate